silver tin sulfur water O.[S].[Sn].[Ag]